1,1,1,3,3,3-hexafluoropropan-2-yl 4-(2-(pyrrolidin-1-yl)-4-(trifluoromethyl)benzyl)piperazine-1-carboxylate fumarate salt C(\C=C\C(=O)O)(=O)O.N1(CCCC1)C1=C(CN2CCN(CC2)C(=O)OC(C(F)(F)F)C(F)(F)F)C=CC(=C1)C(F)(F)F